CS(=O)(=O)C=1N=CC2=C(N1)N=C(C(=C2C#C[Si](C(C)C)(C(C)C)C(C)C)C)N 2-methanesulfonyl-6-methyl-5-[2-(triisopropylsilyl)ethynyl]pyrido[2,3-d]pyrimidin-7-amine